NC=1C(=NON1)N1N=NC(=C1)C(=O)N/N=C/C1=CC(=CC(=C1)C(F)(F)F)Cl (E)-1-(4-amino-1,2,5-oxadiazol-3-yl)-N'-(3-chloro-5-(trifluoromethyl)benzylidene)-1H-1,2,3-triazole-4-carbohydrazide